ethyl 4-(2-bromo-4-fluorophenyl)-6-((((S)-1-(tert-butoxy)-4-methyl-1-oxopentan-2-yl) amino) methyl)-2-(thiazol-2-yl)-1,4-dihydropyrimidine-5-carboxylate BrC1=C(C=CC(=C1)F)C1N=C(NC(=C1C(=O)OCC)CN[C@H](C(=O)OC(C)(C)C)CC(C)C)C=1SC=CN1